1-(4-((7-ethoxy-4-((5-(furan-2-yl)-2-methoxyphenyl)amino)quinazolin-6-yl)amino)piperidin-1-yl)prop-2-en-1-one Racemic-(2,2-difluorocyclopropyl)methyl-4-methylbenzenesulfonate FC1([C@H](C1)COS(=O)(=O)C1=CC=C(C=C1)C)F.C(C)OC1=C(C=C2C(=NC=NC2=C1)NC1=C(C=CC(=C1)C=1OC=CC1)OC)NC1CCN(CC1)C(C=C)=O |r|